N-((3s,5s)-1-((3s,4r)-1-(tert-butyl)-4-(4-chlorophenyl)pyrrolidin-3-carbonyl)-5-(morpholine-4-carbonyl)pyrrolidin-3-yl)-N-((1s,4r)-4-methylcyclohexyl)propionamide hydrochloride Cl.C(C)(C)(C)N1C[C@H]([C@@H](C1)C1=CC=C(C=C1)Cl)C(=O)N1C[C@H](C[C@H]1C(=O)N1CCOCC1)N(C(CC)=O)C1CCC(CC1)C